NC(CNC(C1=CC(=NC=C1)NC(=O)C1=NN(C(=C1C)C1=CC=C(C=C1)Cl)C1=C(C=C(C=C1)Cl)Cl)=O)=O N-(2-amino-2-oxoethyl)-2-(5-(4-chlorophenyl)-1-(2,4-dichlorophenyl)-4-methyl-1H-pyrazole-3-carboxamido)isonicotinamide